benzene trinitrate [N+](=O)(O)[O-].[N+](=O)(O)[O-].[N+](=O)(O)[O-].C1=CC=CC=C1